COC1CCC(CC1)NC1=C(C(NC=C1)=O)C(=O)NC1=CC=C(C=C1)N1CCN(CC1)C 4-(((1S,4S)-4-Methoxycyclohexyl)amino)-N-(4-(4-methylpiperazin-1-yl)phenyl)-2-oxo-1,2-dihydropyridine-3-carboxamide